N1=C(C=CC=C1)C=CC(=O)O 3-(2-pyridyl)acrylic acid